(+)-7-{1-[3-(2-fluorophenyl)-1,2-oxazol-5-yl]ethyl}-5-(2-methoxypyrimidin-5-yl)-7H-pyrrolo[2,3-d]pyrimidin-4-amine FC1=C(C=CC=C1)C1=NOC(=C1)C(C)N1C=C(C2=C1N=CN=C2N)C=2C=NC(=NC2)OC